N1C(C=CC=C1)=O (1H)-PYRIDIN-2-ONE